FC(C1=CC(=NC2=C(C=C(C=C12)B(O)O)F)C)F (4-(difluoromethyl)-8-fluoro-2-methylquinolin-6-yl)boronic acid